(5RS)-3-[6-chloro-3-(2-fluoro-3-methylphenoxy)pyridazin-4-yl]-5-(2,4-dichlorobenzyl)-5,6-dihydro-4H-1,2,4-oxadiazine ClC1=CC(=C(N=N1)OC1=C(C(=CC=C1)C)F)C1=NOC[C@H](N1)CC1=C(C=C(C=C1)Cl)Cl |r|